(S)-7-(2-methyl-3-(4-(tert-amyl)phenyl)propyl)-2-thia-7-azaspiro[3.5]nonane 2,2-dioxide C[C@H](CN1CCC2(CS(C2)(=O)=O)CC1)CC1=CC=C(C=C1)C(C)(C)CC